2-methyl-3-(2-hydroxy)ethyl-9-hydroxy-6,7,8,9-tetrahydro-4H-pyrido[1,2-a]Pyrimidine CC=1N=C2N(CC1CCO)CCCC2O